C(C)(C)(C)OC(=O)N1C=NC2=C1C=C(C(=C2)Br)OC 1-tert-butoxycarbonyl-5-bromo-6-methoxy-benzoimidazole